O1CCN(CC1)CCNC(=O)NC1=CC=C(C=C1)C1=CC2=C(N(C(=N2)C(F)(F)F)C2=CC=CC=C2)C=C1 1-(2-morpholinoethyl)-3-(4-(1-phenyl-2-(trifluoromethyl)-1H-benzimidazol-5-yl)phenyl)urea